C(#N)CCCN(C(OC(C)(C)C)=O)C1=NC(=CC(=C1)C1=C(C=CC=C1)C1=NN=CN1C)C=1OC2=C(N1)C=C(C=C2C(F)(F)F)CNCC(C)(C)O tert-butyl (3-cyanopropyl)(6-(5-(((2-hydroxy-2-methylpropyl)amino)methyl)-7-(trifluoromethyl)benzo[d]oxazol-2-yl)-4-(2-(4-methyl-4H-1,2,4-triazol-3-yl)phenyl)pyridin-2-yl)carbamate